(R)-1-(2-chloro-5-fluoropyridin-3-yl)ethyl (1-methyl-4-(5-(pyridin-4-ylcarbamoyl)pyridin-2-yl)-1H-pyrazol-5-yl)carbamate CN1N=CC(=C1NC(O[C@H](C)C=1C(=NC=C(C1)F)Cl)=O)C1=NC=C(C=C1)C(NC1=CC=NC=C1)=O